C[C@H]1N([C@@H](COC1)C)C=1C=CC(=NC1)NC1=CC(=NC=2C=CNC(C12)=O)C1=C(C=CC(=C1)C(C)C)F 4-[[5-[(3R,5R)-3,5-dimethyl-morpholin-4-yl]-2-pyridyl]amino]-2-(2-fluoro-5-isopropyl-phenyl)-6H-1,6-naphthyridin-5-one